C[C@H](CC)C1=C(C=CC=C1)O 2-[(2R)-2-Butanyl]phenol